COC(=O)N1CC(C1)O 3-hydroxyazetidine-1-carboxylic acid methyl ester